BrC=1C=C2CCC[C@@H](C2=CC1)NC[C@@H]1CCC(N1)=O (S)-5-((((S)-6-bromo-1,2,3,4-tetrahydronaphthalen-1-yl)amino)methyl)pyrrolidin-2-one